C(C)(C)(C)[Si](C)(C)OC1=CC(=C(C(=C1)F)I)Cl t-butyl-(3-chloro-5-fluoro-4-iodophenoxy)dimethylsilane